FC1=C(C=C(C=C1)N1C(=C(C2=CC(=CC=C12)OCOC)C=C)C1CCOCC1)C 1-(4-fluoro-3-methylphenyl)-5-(methoxymethoxy)-2-(tetrahydro-2H-pyran-4-yl)-3-vinyl-1H-indole